1-(4'-fluoro-[1,1'-biphenyl]-3-yl)-N-(4-methyl-1-azabicyclo[3.2.2]non-4-yl)azetidine-3-carboxamide methyl-5-(3-isopropyl-1,2,4-triazol-1-yl)-2-methoxy-benzoate COC(C1=C(C=CC(=C1)N1N=C(N=C1)C(C)C)OC)=O.FC1=CC=C(C=C1)C1=CC(=CC=C1)N1CC(C1)C(=O)NC1(CCN2CCC1CC2)C